IC1=CC(=NC=C1C)C(=O)OC methyl 4-iodo-5-methylpicolinate